N-(5-((6-((R)-3-(4-chlorophenyl)isoxazolidine-2-yl)pyrimidine-4-yl)amino)-2-(4-((R)-3-(dimethylamino)pyrrolidine-1-yl)piperidine-1-yl)-4-methoxyphenyl)acrylamide ClC1=CC=C(C=C1)[C@@H]1N(OCC1)C1=CC(=NC=N1)NC=1C(=CC(=C(C1)NC(C=C)=O)N1CCC(CC1)N1C[C@@H](CC1)N(C)C)OC